Cl.N[C@H](C(=O)N=[S@@](C=1SC=CC1)(=O)N)CC(C)C (S)-2-amino-N-((S)-amino(oxo)(thiophen-2-yl)-λ6-sulfanylidene)-4-methylpentanamide hydrochloride